[O-2].[O-2].[U+4] uranium di-oxide